(E)-3-(4-ethoxy-1-fluoro-4-oxo-but-2-en-1-ylidene)azetidine-1-carboxylic acid tert-butyl ester C(C)(C)(C)OC(=O)N1CC(C1)=C(\C=C\C(=O)OCC)F